4-Fluoro-3-iodophenol FC1=C(C=C(C=C1)O)I